3-(tert-butoxycarbonylamino)-2,2,3,3-tetradeuterio-propanoic acid C(C)(C)(C)OC(=O)NC(C(C(=O)O)([2H])[2H])([2H])[2H]